7-(2-isopropylphenyl)-4-(3-methoxypropoxy)-2,2-dimethyl-11-oxo-1,2,7,11-tetrahydrobenzofuro[4,5-e]pyrido[1,2-c][1,3]oxazine-10-carboxylic acid C(C)(C)C1=C(C=CC=C1)C1OC2=C(C=3N1C=C(C(C3)=O)C(=O)O)C=3CC(OC3C(=C2)OCCCOC)(C)C